5-bromo-N-[4-[(6,7-dimethoxy-1,5-naphthyridin-4-yl)oxy]-3-fluorophenyl]-4,6-dimethyl-2-oxo-1-phenylpyridine-3-carboxamide BrC=1C(=C(C(N(C1C)C1=CC=CC=C1)=O)C(=O)NC1=CC(=C(C=C1)OC1=CC=NC2=CC(=C(N=C12)OC)OC)F)C